(5S,8S,10aR)-5-((tert-butoxycarbonyl)amino)-3-(oct-7-ynoyl)-6-oxodecahydropyrrolo[1,2-a][1,5]diazocine-8-carboxylic acid C(C)(C)(C)OC(=O)N[C@H]1CN(CC[C@@H]2N(C1=O)[C@@H](CC2)C(=O)O)C(CCCCCC#C)=O